2,4-diazabicyclo[4.2.0]octa-1(6),2-dien-5-one C1=2N=CNC(C2CC1)=O